(Z)-2-(2-(6-bromo-2-methylpyridin-3-yl)tetrahydro-4H-pyran-4-ylidene)acetic acid methyl ester COC(\C=C\1/CC(OCC1)C=1C(=NC(=CC1)Br)C)=O